5-Hydroxyisoindoline-1,3-dione OC=1C=C2C(NC(C2=CC1)=O)=O